C(C)(C)(C)OC(=O)N[C@H](C(=O)OC)CC1=C(C=CC(=C1)Cl)C#N Methyl (S)-2-((tert-butoxycarbonyl)amino)-3-(5-chloro-2-cyanophenyl)propanoate